6-(5-Chloropyridin-2-yl)-N-(1-(3-methyl-1,2,4-oxadiazol-5-yl)ethyl)pyrido[2,3-d]pyrimidin-4-amine ClC=1C=CC(=NC1)C1=CC2=C(N=CN=C2NC(C)C2=NC(=NO2)C)N=C1